2-bromo-5-methoxymethoxy-3,4,6-trimethylpyridine BrC1=NC(=C(C(=C1C)C)OCOC)C